tert-butyl 4-(2-chloro-5-(3'-chloro-5-fluoro-2-methoxy-4'-(3-methyl-2-oxoimidazolidin-1-yl)-[1,1'-biphenyl]-3-yl)pyridin-3-yl)piperazine-1-carboxylate ClC1=NC=C(C=C1N1CCN(CC1)C(=O)OC(C)(C)C)C=1C(=C(C=C(C1)F)C1=CC(=C(C=C1)N1C(N(CC1)C)=O)Cl)OC